FC=1C(=CC(=C(N)C1)OC1CC(C1)NCC1=C2C=CN=CC2=CC=C1F)C(F)(F)F 5-fluoro-2-((1r,3r)-3-(((6-fluoroisoquinolin-5-yl)methyl)amino)cyclobutoxy)-4-(trifluoromethyl)aniline